C(CCCCC\C=C/CCCCC)CC(=O)O.C(CC\C=C\C=C\CCC\C=C/CCCC)=O (E,E,Z)-4,6,11-Hexadecatrienal (Z)-7-Tridecenyl-acetate